2-chloro-4-((cis-4-hydroxy-4-methylcyclohexyl)amino)pyrimidine-5-carboxylic acid ethyl ester C(C)OC(=O)C=1C(=NC(=NC1)Cl)NC1CCC(CC1)(C)O